3-(3,3-difluoroazetidin-1-yl)bicyclo[1.1.1]pentan-1-amine FC1(CN(C1)C12CC(C1)(C2)N)F